3-(3-chloro-5-fluoro-phenoxy)-2-(difluoromethyl)-6-(difluoromethylsulfonyl)-N-(2-hydroxyethyl)benzamide ClC=1C=C(OC=2C(=C(C(=O)NCCO)C(=CC2)S(=O)(=O)C(F)F)C(F)F)C=C(C1)F